2-(methylamino)acetonitrile CNCC#N